benzoquinonium dibromide [Br-].[Br-].C1(C=CC(C=C1)=O)=[OH+].C1(C=CC(C=C1)=O)=[OH+]